4-bromo-1-(difluoromethyl)-3-(3-fluoro-4-methoxyphenyl)-1H-pyrazole BrC=1C(=NN(C1)C(F)F)C1=CC(=C(C=C1)OC)F